Indoleamine C1=CC=C2C(=C1)C(=CN2)N